1-(4-(3-chlorophenyl)pyrimidin-2-yl)-4-(trifluoromethyl)benzene-1,2-diamine ClC=1C=C(C=CC1)C1=NC(=NC=C1)C1(C(C=C(C=C1)C(F)(F)F)N)N